CC1=CC(=C(C=C1)NC=NC)C.Cl N'-(2,4-dimethylphenyl)-N-methylformamide hydrochloride